(4-methylstyrene) isocyanatoethyl-methacrylate N(=C=O)CCOC(C(=C)C)=O.CC1=CC=C(C=C)C=C1